CN(C/C=C/C(=O)NC1=C(C=C(C(=C1)NC1=NC=CC(=N1)C=1C=NN2C1C=CC=C2C)OC)N(C)CCN(C)C)C (E)-4-(dimethylamino)-N-(2-((2-(dimethylamino)ethyl)(methyl)amino)-4-methoxy-5-((4-(7-methylpyrazolo[1,5-a]pyridin-3-yl)pyrimidin-2-yl)amino)phenyl)but-2-enamide